CC1=CC2=C(C(C(=CO2)S(=O)(=O)C2=CC=C(C)C=C2)=O)C=C1 7-methyl-3-tosyl-4H-benzopyran-4-one